3-[2-fluoro-4-(trifluoromethoxy)phenoxy]-N-(3-methanesulfonylphenyl)-5-methyl-6-(trifluoromethyl)pyridazine-4-carboxamide FC1=C(OC=2N=NC(=C(C2C(=O)NC2=CC(=CC=C2)S(=O)(=O)C)C)C(F)(F)F)C=CC(=C1)OC(F)(F)F